6-(4-methoxypyrrolo[2,1-f][1,2,4]triazin-5-yl)-2-methyl-1-((2-methyl-1,3-oxazol-4-yl)methyl)-1H-imidazo[4,5-b]pyridine COC1=NC=NN2C1=C(C=C2)C=2C=C1C(=NC2)N=C(N1CC=1N=C(OC1)C)C